3-(4-(4-((5-cyclopropyl-3-(2-fluoro-6-methoxyphenyl)isoxazol-4-yl)methoxy)piperidin-1-yl)phenyl)-1,2,4-oxadiazol-5(4H)-one C1(CC1)C1=C(C(=NO1)C1=C(C=CC=C1OC)F)COC1CCN(CC1)C1=CC=C(C=C1)C1=NOC(N1)=O